C(C#CCCO)O 2-pentyn-1,5-diol